ClC=1C=C2CC\C=C/CN3N=NC4=C3C=CC(C(C3=CC=C5CCN(C(C1C=C2)=O)CC5=C3)CC(=O)OCC)=C4C Ethyl [(12Z)-18-chloro-32-methyl-20-oxo-8,9,10,21-tetraazahexacyclo[19.5.3.216,19.13,7.06,10.024,28]dotriaconta-1(26),3(32),4,6,8,12,16,18,24,27,30-undecaen-2-yl]acetate